3-[(4-methylphenyl)(4-methylbenzenesulfonyl)methyl]-1H-indole CC1=CC=C(C=C1)C(C1=CNC2=CC=CC=C12)S(=O)(=O)C1=CC=C(C=C1)C